CC=1C(N(C(C1)=O)C1=C(C=C(C2=CC=CC=C12)Cl)C)=O 3-methyl-1-(4-chloro-2-methylnaphthalen-1-yl)-1H-pyrrole-2,5-dione